C(=C\C)/SC[C@H](N)C(=O)O trans-S-(1-propenyl)-L-cysteine